OC1=CC=C(C=C1)N1CCN(CC1)C1=CC=C2N=C3C(C4=C(C(C3=NC2=C1)=O)N=CC=C4)=O 9-(4-(4-hydroxyphenyl)piperazin-1-yl)pyrido[2,3-b]phenazine-5,12-dione